FC1=CC(=C(\C=N\NC(=O)C=2OC=CC2)C=C1)O (E)-N'-(4-fluoro-2-hydroxybenzylidene)furan-2-carbohydrazide